6-isopropyl-N-methyl-5-(8-methyl-[1,2,4]triazolo[1,5-a]pyridin-6-yl)-N-(piperidin-4-yl)-4H-thieno[3,2-b]pyrrole-2-carboxamide C(C)(C)C=1C2=C(NC1C=1C=C(C=3N(C1)N=CN3)C)C=C(S2)C(=O)N(C2CCNCC2)C